NC1=NN2C(C=C(C=C2)C=2C=C(C(=C(C(=O)NCC[C@H](O)C3=CC=C(C=C3)Cl)C2)C)F)=N1 (S)-5-(2-amino-[1,2,4]triazolo[1,5-a]pyridin-7-yl)-N-(3-(4-chlorophenyl)-3-hydroxypropyl)-3-fluoro-2-methylbenzamide